C(C)(C)(C)[S@@](=O)NC(C)C=1C(=C(C=CC1)C(C(=O)N(C)C)(F)F)F 2-[3-[1-[[(R)-tert-butylsulfinyl]amino]ethyl]-2-fluoro-phenyl]-2,2-difluoro-N,N-dimethyl-acetamide